dodecanediol dimethacrylate C(C(=C)C)(=O)OC(CCCCCCCCCCC)OC(C(=C)C)=O